(±)-(4Z)-4-(1,3-benzothiazol-6-ylmethylene)-2-[(1-benzyl-2-methoxy-ethyl)amino]-1H-imidazol-5-one S1C=NC2=C1C=C(C=C2)\C=C\2/N=C(NC2=O)N[C@@H](COC)CC2=CC=CC=C2 |r|